(S)-10-((2-(1-(3-ethoxy-4-methoxyphenyl)-2-(methylsulfonyl)-ethyl)-1,3-dioxoisoindolin-4-yl)amino)-10-oxodecanoic acid C(C)OC=1C=C(C=CC1OC)[C@@H](CS(=O)(=O)C)N1C(C2=CC=CC(=C2C1=O)NC(CCCCCCCCC(=O)O)=O)=O